4-(3-Amino-3-methylbutanoyl)-N-(1-(3-((4-amino-4-methylpiperidin-1-yl)methyl)phenyl)-2-oxo-1,2-dihydropyrimidin-4-yl)piperazine-1-carboxamide hydrochloride salt Cl.NC(CC(=O)N1CCN(CC1)C(=O)NC1=NC(N(C=C1)C1=CC(=CC=C1)CN1CCC(CC1)(C)N)=O)(C)C